BrC1=CC2=C(C3(C(O2)(C2=C(C=CC=C2C3=O)[N+](=O)[O-])O)Cl)C=C1 7-Bromo-9b-chloro-4b-hydroxy-4-nitro-4b,9b-dihydro-10H-indeno[1,2-b]benzofuran-10-one